N2-(3,5-dichlorophenyl)-6-methyl-N4-(piperidin-4-yl)quinazoline-2,4-diamine ClC=1C=C(C=C(C1)Cl)NC1=NC2=CC=C(C=C2C(=N1)NC1CCNCC1)C